The molecule is an organic heterotetracyclic compound that is (2R,3S,4S,4aR,8R,10S,13aS)-3,4,8-trihydroxy-2-(hydroxymethyl)-10-(4-methoxyphenyl)-12-methyl-3,4,4a,9,10,13a-hexahydro-2H,6H,8H-pyrano[3',2':2,3][1,4]dioxepino[6,5-g]chromen-7-ol substituted at position 7 by a beta-D-glucosyl group. A natural product found in Abacopteris penangiana. It has a role as a metabolite. It is an organic heterotetracyclic compound, a polycyclic ether, a glycoside and a monosaccharide derivative. It derives from a (2S)-flavan-4-ol and a beta-D-glucose. CC1=C2C(=C(C3=C1O[C@@H](C[C@H]3O)C4=CC=C(C=C4)OC)O[C@H]5[C@@H]([C@H]([C@@H]([C@H](O5)CO)O)O)O)CO[C@@H]6[C@H]([C@@H]([C@H](O[C@H]6O2)CO)O)O